2-(2-chloro-1,3-thiazol-4-yl)-2,2-difluoroethan-1-ol ClC=1SC=C(N1)C(CO)(F)F